N-[4-[2-(4-fluorophenyl)-4-(3-methylphenyl)-1,3-thiazol-5-yl]-2-pyridinyl]benzamide Adenosine-5'-monophosphate disodium salt [Na+].[Na+].P(=O)([O-])([O-])OC[C@@H]1[C@H]([C@H]([C@@H](O1)N1C=NC=2C(N)=NC=NC12)O)O.FC1=CC=C(C=C1)C=1SC(=C(N1)C1=CC(=CC=C1)C)C1=CC(=NC=C1)NC(C1=CC=CC=C1)=O